[2-(1-Naphthyl)phenyl]-[2-[2-(1-naphthyl)phenyl]phosphanylethyl]phosphan C1(=CC=CC2=CC=CC=C12)C1=C(C=CC=C1)PCCPC1=C(C=CC=C1)C1=CC=CC2=CC=CC=C12